3-fluoro-4-(1-propionylindolin-5-yl)benzoic Acid FC=1C=C(C(=O)O)C=CC1C=1C=C2CCN(C2=CC1)C(CC)=O